[Li+].OS(=O)(=O)[O-] hydroxyl-sulfonate lithium salt